1-(1-(4-(1-(3-Aminopropyl)piperidin-4-yl)benzyl)-1H-indol-5-yl)-5-methyl-1H-pyrazol-3-carboxamid NCCCN1CCC(CC1)C1=CC=C(CN2C=CC3=CC(=CC=C23)N2N=C(C=C2C)C(=O)N)C=C1